5-bromo-N-(3-(4,4-difluoropiperidin-1-yl)-4-methoxyphenyl)-4'-fluoro-[1,1'-biphenyl]-2-carboxamide BrC1=CC=C(C(=C1)C1=CC=C(C=C1)F)C(=O)NC1=CC(=C(C=C1)OC)N1CCC(CC1)(F)F